C(C)NC1=NC2=CC(=C(C=C2C(=N1)N1CCCC1)OC)OC N-Ethyl-6,7-dimethoxy-4-(pyrrolidin-1-yl)quinazolin-2-amine